5-(5-(1-(dimethylglycyl)piperidin-4-yl)-3-isopropyl-1H-indol-2-yl)-1-isobutyl-3-methylpyridin-2(1H)-one CN(CC(=O)N1CCC(CC1)C=1C=C2C(=C(NC2=CC1)C=1C=C(C(N(C1)CC(C)C)=O)C)C(C)C)C